Cl.Cl.C[C@@]12CC(C[C@@](CC1)(N2)C)OC2=CC=C(N=N2)C2=NC=C(C=C2O)N2N=CC=N2 2-(6-{[(1S,3r,5R)-1,5-dimethyl-8-azabicyclo[3.2.1]octan-3-yl]oxy}pyridazin-3-yl)-5-(2H-1,2,3-triazol-2-yl)pyridin-3-ol dihydrochloride